ClC1=CC=C2C(=C(N(C2=C1)C=1C=NN(C1)C)C#N)SC1=CC=CC(=N1)C(=O)O 6-((6-chloro-2-cyano-1-(1-methyl-1H-pyrazol-4-yl)-1H-indol-3-yl)thio)picolinic acid